Benzyl 11,11-difluoro-9-hydroxy-3,4,8,9,10,11-hexahydro-1H-pyrido[4',3':3,4]pyrazolo[1,5-a]azepine-2(7H)-carboxylate FC1(C=2N(CCC(C1)O)N=C1C2CN(CC1)C(=O)OCC1=CC=CC=C1)F